5-methyl-2-phenyl-1H-benzo[d]imidazole CC1=CC2=C(NC(=N2)C2=CC=CC=C2)C=C1